C(\C=C\C(=O)O)(=O)O.C(\C=C\C(=O)O)(=O)O.ClC=1C=CC(=C(CCN2C[C@@H](CC2)CN)C1)OCC (S)-(1-(5-chloro-2-ethoxyphenethyl)pyrrolidin-3-yl)methanamine difumarate